3-(cyclopropylmethyl)-8-fluoro-2-thioxo-2,3-dihydroquinazolin-4(1H)-one C1(CC1)CN1C(NC2=C(C=CC=C2C1=O)F)=S